C1(=CC=CS1)C(=O)CC(=O)C(F)(F)F THENOYLTRIFLUOROACETONE